NC1=C(C(=CC=C1)C1=CC=CC=C1)S(=O)(=O)NCC1=C(C=C(C=C1)OC)OC amino-N-(2,4-dimethoxybenzyl)biphenyl-2-sulfonamide